tert-butyl 4-(1-methyl-1H-indol-5-yl)piperidine-1-carboxylate CN1C=CC2=CC(=CC=C12)C1CCN(CC1)C(=O)OC(C)(C)C